cyclohexyl ((2-(((1R,3s,5S)-9-(ethylsulfonyl)-9-azabicyclo[3.3.1]nonan-3-yl)(methyl)amino)-5-fluoro-6-((5-methyl-1H-pyrazol-3-yl)amino)pyrimidin-4-yl)methyl) carbonate C(OC1CCCCC1)(OCC1=NC(=NC(=C1F)NC1=NNC(=C1)C)N(C)C1C[C@H]2CCC[C@@H](C1)N2S(=O)(=O)CC)=O